N-{6-[(3-cyclopropyl-1H-pyrazol-5-yl)amino]-5-methoxy-1,2-benzoxazol-3-yl}-4-(3,3-difluoropyrrolidine-1-carbonyl)-2,6-dimethoxybenzene-1-sulfonamide C1(CC1)C1=NNC(=C1)NC1=CC2=C(C(=NO2)NS(=O)(=O)C2=C(C=C(C=C2OC)C(=O)N2CC(CC2)(F)F)OC)C=C1OC